(E)-((hex-3-en-1-yloxy)methyl)cyclopropane C(C\C=C\CC)OCC1CC1